C[Zr](C=1C(C2=CC=C(C=C2C1)C)C)(C1C=CC=C1)C Dimethyl-(cyclopentadienyl)(1,5-dimethylindenyl)zirconium